(3R)-1-(2-{[(4aS,7aR)-1-methyl-octahydro-1H-cyclopenta[b]pyridin-4a-yl]methoxy}-8-fluoro-7-[5-hydroxy-2-(propan-2-yl)phenyl]quinazolin-4-yl)-3-methylpiperidin-3-ol CN1[C@H]2[C@@](CCC1)(CCC2)COC2=NC1=C(C(=CC=C1C(=N2)N2C[C@@](CCC2)(O)C)C2=C(C=CC(=C2)O)C(C)C)F